FC=1C=C(C=C(C1)F)[C@H]1N(CC[C@H](C1)NC)C(=O)N1CC2(CCCC2)[C@@H](CC1)CN1C=NC2=CC=C(C=C2C1=O)F 3-(((R)-7-((2S,4R)-2-(3,5-difluorophenyl)-4-(methylamino)piperidine-1-carbonyl)-7-azaspiro[4.5]dec-10-yl)methyl)-6-fluoroquinazolin-4(3H)-one